5-(2',6'-dihydroxy-[1,1-biphenyl]-4-yl)-1H-indole-3-carboxamide OC1=C(C(=CC=C1)O)C1=CC=C(C=C1)C=1C=C2C(=CNC2=CC1)C(=O)N